N1C=NC=C1C1=CN=C2C(N(C(=NN21)C=2C=NC(=CC2)N2CCCCC2)C(C)C)=O 7-(1H-Imidazol-5-yl)-3-isopropyl-2-(6-(piperidin-1-yl)pyridin-3-yl)imidazo[2,1-f][1,2,4]triazin-4(3H)-one